3-(3-chlorobenzyl)-6-(4-chlorobenzyl)-2,3,4,6-tetrahydropyrido[3,4-c][1,8]naphthyridin-5(1H)-one ClC=1C=C(CN2CC=3C(N(C=4N=CC=CC4C3CC2)CC2=CC=C(C=C2)Cl)=O)C=CC1